CC(CC)=CCCC 3-methyl-3-heptene